O=C1CC2CCC(C1)N2C2=C(C=O)C(=CC=C2)F 2-(3-oxo-8-azabicyclo[3.2.1]oct-8-yl)-6-fluorobenzaldehyde